iminoisoindole-2(3H)-carboxylic acid tert-butyl ester hydrochloride Cl.C(C)(C)(C)OC(=O)N1CC2=CC=CC=C2C1=N